CC1(OB(OC1(C)C)[C@@H]1[C@H](C1)C=1C=C2C=CN=CC2=CC1)C 6-[(1S,2S)-2-(4,4,5,5-tetramethyl-1,3,2-dioxaborolan-2-yl)cyclopropyl]isoquinoline